F[C@H]1CN(CC[C@H]1NC1=C2C=C(N(C2=CC=C1)CC(F)(F)F)C1=NOC(=N1)CNC(C1=CC(=CC=C1)N1CCCC1)=O)C N-{[3-(4-{[(3S,4R)-3-fluoro-1-methylpiperidin-4-yl]amino}-1-(2,2,2-trifluoroethyl)-1H-indol-2-yl)-1,2,4-oxadiazol-5-yl]methyl}-3-(pyrrolidin-1-yl)benzamide